(R)-4-methyl-5-(4-((1-(pyrazin-2-yl)-1H-pyrazol-4-yl)methyl)morpholin-2-yl)isobenzofuran-1(3H)-one CC1=C2COC(C2=CC=C1[C@@H]1CN(CCO1)CC=1C=NN(C1)C1=NC=CN=C1)=O